ClC=1C=C2C(=C3C4(NC(NC13)=O)CCCCC4)OC(=C2)C(=O)N(CCC)C 5'-chloro-N-methyl-7'-oxo-N-propyl-7',8'-dihydro-6'H-spiro[cyclohexane-1,9'-furo[2,3-f]quinazoline]-2'-carboxamide